Diethyl-(2-(3-(phenylmethyloxy) phenyl)-2-cyclopropylvinyl) phosphonate P(OC=C(C1C(C1CC)CC)C1=CC(=CC=C1)OCC1=CC=CC=C1)([O-])=O